(±)-(2-chloro-3-(trifluoromethyl)phenyl)(3-(1-hydroxyethyl)-8-phenyl-5,6-dihydro-[1,2,4]triazolo[4,3-a]pyrazin-7(8H)-yl)methanone ClC1=C(C=CC=C1C(F)(F)F)C(=O)N1C(C=2N(CC1)C(=NN2)C(C)O)C2=CC=CC=C2